1-ethynylcyclobutan-1-ol C(#C)C1(CCC1)O